N1=CN=CC2=C1N=CC=C2 pyrido(2,3-d)pyrimidine